3-(4-bromothiazol-2-yl)bicyclo[1.1.1]Pentane-1-amine BrC=1N=C(SC1)C12CC(C1)(C2)N